aminoethylbenzenesulfonylfluorid NCCC1=C(C=CC=C1)S(=O)(=O)F